CN1C(C(=C(C(=C1)C)[O-])NC(N[C@@H](CC(=O)[O-])C=1C=C(C=CC1)C1=CC(=CC=C1)OC)=O)=O.[Na+].[Na+] sodium (S)-3-(3-(1,5-dimethyl-4-oxido-2-oxo-1,2-dihydropyridin-3-yl)ureido)-3-(3'-methoxy biphenyl-3-yl)propanoate